2-((Palmitoyloxy)methyl)-2-(pyrrolidin-1-ylmethyl)propane-1,3-diyl dipalmitate C(CCCCCCCCCCCCCCC)(=O)OCC(COC(CCCCCCCCCCCCCCC)=O)(CN1CCCC1)COC(CCCCCCCCCCCCCCC)=O